1-(tert-butyl)-5-fluoro-N-(4-methyl-3-(8-morpholinoimidazo[1,2-a]pyridin-6-yl)phenyl)-1H-pyrazole-4-carboxamide C(C)(C)(C)N1N=CC(=C1F)C(=O)NC1=CC(=C(C=C1)C)C=1C=C(C=2N(C1)C=CN2)N2CCOCC2